CN1C=NC(=C1C[C@@H](C(=O)[O-])[NH+](C)C)S The molecule is an L-alpha-amino acid zwitterion formed from ovothiol C by transfer of a proton from the carboxy to the amino group; major species at pH 7.3. It derives from a L-histidine zwitterion. It is a tautomer of an ovothiol C.